BrC1=NC(=CC=C1F)Br 2,6-dibromo-3-fluoro-pyridine